benzyl (3R)-3-{5-[trans-4-[2-cyano-4-(trifluoromethyl)phenoxy]-2-cyclopropylpiperidin-1-yl]-2'-ethoxy-[2,3'-bipyridine]-6-amido}pyrrolidine-1-carboxylate C(#N)C1=C(O[C@H]2C[C@@H](N(CC2)C=2C=CC(=NC2C(=O)N[C@H]2CN(CC2)C(=O)OCC2=CC=CC=C2)C=2C(=NC=CC2)OCC)C2CC2)C=CC(=C1)C(F)(F)F